C1(CC1)C=1C=NC(=NC1)N1CC(C(CC1)NC(OC(C)(C)C)=O)(F)F tert-Butyl (1-(5-cyclopropylpyrimidin-2-yl)-3,3-difluoropiperidin-4-yl)carbamate